COC(=O)C1CCCC12OCC=C(C2)C2=CC=C(C=C2)F 9-(4-fluorophenyl)-6-oxaspiro[4.5]dec-8-ene-carboxylic acid methyl ester